OC1OC(=CC(=C1)O)CCl (4R,6S)-2,4-dihydroxy-6-chloromethylpyran